(diphenyltriazinyl)(dibenzothiophenyl)terbenzene Ethyl-bromoacetate (Ethyl-bromoacetate) C(C)C(C(=O)O)Br.C(C)OC(CBr)=O.C1(=CC=CC=C1)C1=C(C(=NN=N1)C=1C(=C(C=CC1)C=1C(=CC=CC1)C1=CC=CC=C1)C1=CC=CC=2SC3=C(C21)C=CC=C3)C3=CC=CC=C3